C1(CC1)C=1C=C(OC=2C(=CC(=NC2)CC)C(=O)NCC(F)C2=C(C=C(C=C2)Cl)Cl)C=CC1 5-(3-cyclopropyl-phenoxy)-N-[2-(2,4-dichlorophenyl)-2-fluoro-ethyl]-2-ethyl-pyridine-4-carboxamide